Oxopropionitrile CC(=O)C#N